CN(C1=NC=C(C=N1)CO[C@H]1CN2C(OC1)=NC(=C2)[N+](=O)[O-])C2=CC=C(C=C2)C(F)(F)F (S)-N-methyl-5-(((2-nitro-6,7-dihydro-5H-imidazo[2,1-b][1,3]oxazin-6-yl)oxy)methyl)-N-(4-(trifluoromethyl)phenyl)pyrimidin-2-amine